3-(6-(1-Benzylpiperidin-4-yl)-3-oxo-1,3-dihydro-2H-pyrrolo[3,4-c]pyridin-2-yl)piperidine-2,6-dione C(C1=CC=CC=C1)N1CCC(CC1)C1=CC2=C(C=N1)C(N(C2)C2C(NC(CC2)=O)=O)=O